N1N=CC2=CC=CC(=C12)S(=O)(=O)N r-indazole-7-sulfonamide